C1(CCC1)C1CC2(C1)NC(N(C2=O)C(C)C2=NN=CN2C)=O 2-cyclobutyl-7-[1-(4-methyl-4H-1,2,4-triazol-3-yl)ethyl]-5,7-diazaspiro[3.4]octane-6,8-dione